N1=CC(=CC=C1)NC1=NC2=C(N1)C=C(C=C2C(F)(F)F)C(F)(F)F N-(pyridin-3-yl)-4,6-bis(trifluoromethyl)-1H-benzo[d]imidazol-2-amine